NC1=C(C(=C2C(=N1)CCC2)C)C(=O)OCC ethyl 2-amino-4-methyl-5H,6H,7H-cyclopenta[b]pyridine-3-carboxylate